p-Methyl-thiophenol CC1=CC=C(C=C1)S